ClC=1C=C2CCCN(C2=C(C1)C1=C2C(=NC=C1)C=C(S2)CO)[C@H]2CN(CC2)C(=O)OC(C)(C)C (R)-tert-butyl 3-(6-chloro-8-(2-(hydroxymethyl)thieno[3,2-b]pyridin-7-yl)-3,4-dihydroquinolin-1(2H)-yl)pyrrolidine-1-carboxylate